N-(2-carbonyl-1,2-dihydropyridin-4-yl)-5,6,7,8-tetrahydroquinoline-3-carboxamide C(=O)=C1NC=CC(=C1)NC(=O)C=1C=NC=2CCCCC2C1